tert-butyl 2-(5-chloropyrimidin-2-yl)-7-azaspiro[3.5]non-1-ene-7-carboxylate ClC=1C=NC(=NC1)C1=CC2(C1)CCN(CC2)C(=O)OC(C)(C)C